FC(C=1C(=NC=CC1)N1CCC(CC1)C1=CC=2C(=NC(=CN2)C)N(C1=O)CC1=NC=CC=C1C(F)(F)F)F 7-(1-(3-(difluoromethyl)pyridin-2-yl)piperidin-4-yl)-3-methyl-5-((3-(trifluoromethyl)pyridin-2-yl)methyl)pyrido[2,3-b]pyrazin-6(5H)-one